4-(8-isoprenyl-7-hydroxy-5-methoxy-4-oxo-2,3-dihydro-4H-chromen-2-yl)phenolate C(=CC(C)=C)C=1C(=CC(=C2C(CC(OC12)C1=CC=C(C=C1)[O-])=O)OC)O